CC(CCC=O)=C 4-Methyl-4-Pentenal